FC=1C(=CC(=NC1)OC)C1=CC(=NN1)C(=O)N1C2(CC2)C[C@H](CC1)C(=O)N[C@H]1CN2CCC[C@@H]2CC1 (S)-4-(5-(5-fluoro-2-methoxypyridin-4-yl)-1H-pyrazole-3-carbonyl)-N-((6r,8ar)-octahydroindolizin-6-yl)-4-azaspiro[2.5]octane-7-carboxamide